FC1=CC=C2CCO[C@H](C2=C1)[C@H]1NCCC1 (2S)-2-((R)-7-fluoroisochroman-1-yl)pyrrolidine